(3aR,4R,6aR)-1-(5-(2-cyanopyridin-4-yl)oxazole-2-carbonyl)-4-methylhexahydropyrrolo[3,4-b]pyrrole-5(1H)-carbonitrile C(#N)C1=NC=CC(=C1)C1=CN=C(O1)C(=O)N1[C@@H]2[C@H](CC1)[C@H](N(C2)C#N)C